C(C)OC(=O)NC(NC1=CC=C2CCN(CC2=C1)C(=O)OC(C)(C)C)=S tert-butyl 7-(3-(ethoxycarbonyl)thioureido)-3,4-dihydroisoquinoline-2(1H)-carboxylate